C(C)(C)(C)OC(=O)N1C(CCC(C1)O)C(=O)OCC1=CC=CC=C1 5-hydroxypiperidine-1,2-dicarboxylic acid O2-benzyl O1-tert-butyl ester